C1(=CC(=CC=C1)C(CC1=CC=C(N)C=C1)C)C(CC1=CC=C(N)C=C1)C 4,4'-[1,3-phenylenebis(1-methylethylene)]bisaniline